2'-fluoro-4'-methoxyuridine F[C@@]1([C@@H](O[C@@]([C@H]1O)(CO)OC)N1C(=O)NC(=O)C=C1)O